6-methylguanosine CC1(C=2N=CN([C@H]3[C@H](O)[C@H](O)[C@@H](CO)O3)C2N=C(N1)N)O